Cl.FC1(CCN(CC1)CCCOC1=NC=C(C=C1NS(=O)(=O)C1=CC=CC=C1)C1=CC=2C3=C(C=NC2C=C1)N(C(C31CCC1)=O)C)F N-(2-(3-(4,4-Difluoropiperidin-1-yl)propoxy)-5-(3'-methyl-2'-oxo-2',3'-dihydrospiro[cyclobutane-1,1'-pyrrolo[2,3-c]quinolin]-8'-yl)pyridin-3-yl)benzenesulfonamide hydrochloride